(9-cyclohexyl-6-hydroxy-[1,2,4]triazolo[5,1-a]isoquinoline-5-carbonyl)glycine C1(CCCCC1)C1=CC=C2C(=C(N3C(C2=C1)=NC=N3)C(=O)NCC(=O)O)O